FC(C(=O)[O-])(F)F.C(=O)(O)CCNC([C@H](CCCCNC(=O)C=1C=C(C=C(C1)C[NH3+])C[NH3+])NC(=O)C=1C=C(C=C(C1)C[NH3+])C[NH3+])=O.FC(C(=O)[O-])(F)F.FC(C(=O)[O-])(F)F.FC(C(=O)[O-])(F)F (S)-((((6-((2-Carboxyethyl)amino)-6-oxohexane-1,5-diyl)bis(azanediyl))bis(carbonyl))bis(benzene-5,1,3-triyl))tetramethanaminium 2,2,2-trifluoroacetate